1-nonadecanoyl-2-(9Z,12Z-heptadecadienoyl)-glycero-3-phosphoserine CCCCCCCCCCCCCCCCCCC(=O)OC[C@H](COP(=O)(O)OC[C@@H](C(=O)O)N)OC(=O)CCCCCCC/C=C\C/C=C\CCCC